(4-amino-1-(5-(6-isopropyl-2-methoxypyridin-3-yl)imidazo[2,1-b][1,3,4]thiadiazol-2-yl)piperidin-4-yl)methanol magnesium sulfate S(=O)(=O)([O-])[O-].[Mg+2].NC1(CCN(CC1)C1=NN2C(S1)=NC=C2C=2C(=NC(=CC2)C(C)C)OC)CO